6-amino-N-[(1R,3S)-3-{[6-chloro-2-(trifluoromethyl)quinolin-4-yl]amino}cyclohexyl]pyridine-3-carboxamide NC1=CC=C(C=N1)C(=O)N[C@H]1C[C@H](CCC1)NC1=CC(=NC2=CC=C(C=C12)Cl)C(F)(F)F